6-[5-(trifluoromethyl)-2-pyridinyl]isoquinolin-1-one FC(C=1C=CC(=NC1)C=1C=C2C=CNC(C2=CC1)=O)(F)F